C(C)(C)(C)OC(=O)N1C[C@@H]([C@H](CC1)C1=CC=CC=2N(C(N(C21)C)=O)C2C(N(C(CC2)=O)CC2=CC=C(C=C2)OC)=O)F (3R,4R)-3-fluoro-4-[1-[1-[(4-methoxyphenyl)methyl]-2,6-dioxo-3-piperidyl]-3-methyl-2-oxo-benzoimidazol-4-yl]piperidine-1-carboxylic acid tert-butyl ester